1-(3,5-dimethyl-4-pyridyl)ethyl-methyl-amine CC=1C=NC=C(C1C(C)NC)C